2-[(Benzoyloxy)methyl]-6-chloro-9-{2,3,5-tris-O-[tert-butyl(dimethyl)silyl]-β-D-ribofuranosyl}-9H-purine C(C1=CC=CC=C1)(=O)OCC1=NC(=C2N=CN(C2=N1)[C@H]1[C@H](O[Si](C)(C)C(C)(C)C)[C@H](O[Si](C)(C)C(C)(C)C)[C@H](O1)CO[Si](C)(C)C(C)(C)C)Cl